Oxyquinoline OC1C=CC=C2C=CC=NC=12